BrC1=CC=CC=2N(C=NC21)[C@@H]2C[C@@H](CCC2)NC(OC(C)(C)C)=O tert-butyl ((1R,3S)-3-(4-bromo-1H-benzo[d]imidazol-1-yl)cyclohexyl)carbamate